methyl 3-cyclopropyl-3-hydroxybutanoate C1(CC1)C(CC(=O)OC)(C)O